ClC1=NC(=C(C(=N1)Cl)OCCNC(OC(C)(C)C)=O)N(CCC1=CNC2=CC=CC=C12)CCO tert-butyl N-[2-[2,4-dichloro-6-[2-hydroxyethyl-[2-(1H-indol-3-yl) ethyl]amino]pyrimidin-5-yl]oxyethyl]carbamate